(2-(4,4-dimethyl-1,4-dihydroquinazolin-2-yl)-1H-imidazol-4-yl)benzoic acid CC1(N=C(NC2=CC=CC=C12)C=1NC=C(N1)C1=C(C(=O)O)C=CC=C1)C